4-{[2-(4-Bromophenyl)imidazo[1,2-a]pyridin-3-yl]methyl}piperazin BrC1=CC=C(C=C1)C=1N=C2N(C=CC=C2)C1CN1CCNCC1